CS(=O)(=O)[C@@H]1C[C@@H](CN(C1)C1=CC=CC=C1)OC1=CC=C(CNC(OC(C)(C)C)=O)C=C1 cis-tert-butyl (4-((5-(methylsulfonyl)-1-phenylpiperidin-3-yl)oxy)benzyl)carbamate